C1(CC1)S(=O)(=O)NC=1SC=C(N1)C(C(=O)NC1=CC=C(C=C1)C=1C(=NC=CC1)C(F)(F)F)(C)C 2-(2-(cyclopropanesulfonamido)thiazol-4-yl)-2-methyl-N-(4-(2-(trifluoromethyl)pyridin-3-yl)phenyl)propanamide